C1(CC1)C=1C=CC(=NC1CC1=CC=C(C=C1)F)C(=O)N 5-cyclopropyl-6-(4-fluorobenzyl)picolinamide